CC=1C(=CN2N=C(N=C(C21)NC2=CC(=NC=N2)OCCO)C=2N(C=CN2)C)C2=NN(C=C2)C 2-((6-((5-Methyl-2-(1-methyl-1H-imidazol-2-yl)-6-(1-methyl-1H-pyrazol-3-yl)pyrrolo[2,1-f][1,2,4]triazin-4-yl)amino)pyrimidin-4-yl)oxy)ethan-1-ol